C1=C2C(=CC=C1)N=CC=1C2=CC=2NC3=CC=CC=C3C2C1 quino[4,3-b]carbazole